4-(4-(2-Aminoethoxy)-2-(trifluoromethyl)benzyl)-N-ethyl-2-isopropylaniline hydrochloride Cl.NCCOC1=CC(=C(CC2=CC(=C(NCC)C=C2)C(C)C)C=C1)C(F)(F)F